2-[4-benzyloxy-2-[[tert-butyl(dimethyl)silyl]oxymethyl]phenyl]-2-(4-bromophenyl)-1-[3-(trifluoromethoxy)phenyl]ethanone C(C1=CC=CC=C1)OC1=CC(=C(C=C1)C(C(=O)C1=CC(=CC=C1)OC(F)(F)F)C1=CC=C(C=C1)Br)CO[Si](C)(C)C(C)(C)C